(2S)-2-amino-3-(4-(2-amino-6-((R)-2,2,2-trifluoro-1-(3'-fluoro-[1,1'-biphenyl]-4-yl)ethoxy)pyrimidine-4-yl)cyclohex-3-ene-1-yl)propionic acid hydrochloride Cl.N[C@H](C(=O)O)CC1CC=C(CC1)C1=NC(=NC(=C1)O[C@@H](C(F)(F)F)C1=CC=C(C=C1)C1=CC(=CC=C1)F)N